C(=CC)N1C[C@@H](CCC1)N1N=C(C=2C1=NC=NC2N)C2=CC=C(C1=C2OCO1)NC(C1=CC=C(C=C1)N1CCOCC1)=O (R)-N-(7-(1-(1-propenylpiperidin-3-yl)-4-amino-1H-pyrazolo[3,4-d]pyrimidin-3-yl)benzo[d][1,3]dioxolan-4-yl)-4-morpholinobenzamide